OC1C[C@H]2CC[C@@H](C1)N2C=2C=CC(=NC2)NC=2C=CC(=C1CNC(C21)=O)C2=CN=C1N2C=CN=C1 7-((5-((1R,3s,5S)-3-hydroxy-8-aza-bicyclo[3.2.1]octan-8-yl)pyridin-2-yl)amino)-4-(imidazo[1,2-a]pyrazin-3-yl)isoindolin-1-one